1-(3-(pyridin-2-yl)phenyl)ethanone N1=C(C=CC=C1)C=1C=C(C=CC1)C(C)=O